[IH2+].N1=C(N=CC=C1)C1=NC=CC=N1 Bipyrimidine iodonium salt